C[C@@H]1O[C@@H](CN(C1)C1=CC=CC(=N1)C1=NC2=CC(=NC=C2C=C1)CNC(=O)C=1C=C(C(=C(CNC(OC(C)(C)C)=O)C1)C)C)C tert-butyl (5-(((2-(6-((cis)-2,6-dimethylmorpholino)pyridin-2-yl)-1,6-naphthyridin-7-yl)methyl)carbamoyl)-2,3-dimethylbenzyl)carbamate